N-(1-(1-neopentyl-6-(4,4,5,5-tetramethyl-1,3,2-dioxaborolan-2-yl)-1H-indol-3-yl)ethyl)cyclopropanesulfonamide C(C(C)(C)C)N1C=C(C2=CC=C(C=C12)B1OC(C(O1)(C)C)(C)C)C(C)NS(=O)(=O)C1CC1